5-[(1E)-[(3-methoxy-4-nitrophenyl)imino]methyl]-2,2-dimethyl-1,3-dioxane-4,6-dione COC=1C=C(C=CC1[N+](=O)[O-])\N=C\C1C(OC(OC1=O)(C)C)=O